FC=1C=C(C=CC1)N(C(OC(C)(C)C)=O)CC1=CC(=C(C=C1)OC)NC(=O)C1NC(CC1)=O tert-Butyl (3-fluorophenyl)(4-methoxy-3-(5-oxopyrrolidine-2-carboxamido)benzyl)carbamate